CC1=CN=C(O1)C=1C=C(C(=O)O)C=CC1 3-(5-methyl-1,3-oxazol-2-yl)benzoic acid